FC=1C=C(C2=C(CCO2)C1)C(C[C@@](CNC1=C2C=CC=NC2=CC=C1)(C(F)(F)F)O)(C)C (R)-5-[4-(5-fluoro-2,3-dihydrobenzofuran-7-yl)-2-hydroxy-4-methyl-2-trifluoromethyl-pentylamino]quinoline